(2-bromo-4-formyl-5-nitro-phenyl) N,N-dimethylthiocarbamate CN(C(OC1=C(C=C(C(=C1)[N+](=O)[O-])C=O)Br)=S)C